8-(4-{[1-(3-aminopropyl)piperidin-4-yl]methyl}piperidin-1-yl)-9-ethyl-6,6-dimethyl-11-oxo-5H,6H,11H-benzo[b]carbazole-3-carbonitrile NCCCN1CCC(CC1)CC1CCN(CC1)C=1C(=CC2=C(C(C=3NC4=CC(=CC=C4C3C2=O)C#N)(C)C)C1)CC